(6,6-dimethyl-4,5,6,7-tetrahydrobenzo[d]thiazol-2-yl)methyl (S)-((2-(2,6-dioxopiperidin-3-yl)-4-fluoro-3-oxoisoindolin-5-yl)methyl)carbamate O=C1NC(CC[C@@H]1N1CC2=CC=C(C(=C2C1=O)F)CNC(OCC=1SC2=C(N1)CCC(C2)(C)C)=O)=O